C(C=C)(=O)N1CCN(CC1)C(CC)C1=CC=C(C=C1)[C@H](C)NC=1N=CC2=C(N1)N(C(C=C2)=O)CC2=C(C=CC=C2F)F 2-{[(1S)-1-{4-[1-(4-acryloylpiperazin-1-yl)propyl]phenyl}ethyl]amino}-8-(2,6-difluorobenzyl)pyrido[2,3-d]pyrimidin-7(8H)-one